N4-(2-(6-(difluoromethyl)-5-fluoropyridin-2-yl)pyrimidin-4-yl)-N2-(4-morpholinylphenyl)pyrimidine-2,4-diamine FC(C1=C(C=CC(=N1)C1=NC=CC(=N1)NC1=NC(=NC=C1)NC1=CC=C(C=C1)N1CCOCC1)F)F